5-chloro-7-(4,4,5,5-tetramethyl-1,3,2-dioxaborolan-2-yl)spiro[benzo[b][1,4]oxazine-2,1'-cyclopropan]-3(4H)-one ClC1=CC(=CC=2OC3(CC3)C(NC21)=O)B2OC(C(O2)(C)C)(C)C